C1(CC1)C1=NN=C(O1)C(=O)N1[C@@H](C2=C(CC1)NC=N2)C2=NN1C(C(=CC=C1)C(F)F)=C2 (S)-(5-cyclopropyl-1,3,4-oxadiazol-2-yl)(4-(4-(difluoromethyl)pyrazolo[1,5-a]pyridin-2-yl)-6,7-dihydro-1H-imidazo[4,5-c]pyridin-5(4H)-yl)methanone